C(C1=CC=CC=C1)NC=1C=CC2=C(C=C(O2)C(=O)NCCCCC)C1 5-(benzylamino)-N-pentylbenzofuran-2-carboxamide